O1C2=C(N(CC1)C=O)C=CC=C2 2,3-dihydro-4H-benzo[b][1,4]Oxazin-4-yl-methanone